2,3,4,6-tetra-O-acetyl-D-glucopyranose bromide [Br-].C(C)(=O)O[C@H]1C(O)O[C@@H]([C@H]([C@@H]1OC(C)=O)OC(C)=O)COC(C)=O